F[P-](F)(F)(F)(F)F.[Cu+].N1=C(C=CC=C1)C(C)C1=NC=CC=C1.N1=C(C=CC=C1)C(C)C1=NC=CC=C1 Bis(1,1-bis(2-pyridyl)ethane) copper (I) hexafluorophosphate